IC1=CC=C(C=C1)NC(C1=CC=C(C=C1)C)=O N-(4-iodophenyl)-4-methylbenzamide